C(C)N1CCC(CC1)CC=1N=C2N(C(=NC=3C(=CC=CC23)F)N)C1 2-((1-ethyl-piperidin-4-yl)methyl)-7-fluoro-imidazo[1,2-c]quinazolin-5-amine